CN(C1CN(C1)C(=O)OC(C)(C)C)C tert-butyl 3-(dimethylamino)azetidine-1-carboxylate